2-Ureidoethyl (2S,5R)-7-oxo-6-(sulfooxy)-1,6-diazabicyclo[3.2.1]octane-2-carbimidate O=C1N([C@@H]2CC[C@H](N1C2)C(OCCNC(=O)N)=N)OS(=O)(=O)O